OCCOCCOCCOCCOCCN(C/C=C/C(=O)OC)C methyl (E)-4-[2-[2-[2-[2-(2-hydroxyethoxy)ethoxy]ethoxy]ethoxy]ethyl-methyl-amino]but-2-enoate